N-[1-(3-bromo-1H-pyrazolo[3,4-d]pyrimidin-4-yl)piperidin-4-yl]-N-(4-chlorophenyl)-N'-[2-(dimethylamino)ethyl]urea BrC1=NNC2=NC=NC(=C21)N2CCC(CC2)N(C(=O)NCCN(C)C)C2=CC=C(C=C2)Cl